C1(CCCCC1)[C@@H](C(=O)NC1=CC=C(C=C1)C=1C(=NNC1C)C)NC(=O)C=1N(C=CN1)C N-[(1S)-1-cyclohexyl-2-[4-(3,5-dimethyl-1H-pyrazol-4-yl)anilino]-2-oxo-ethyl]-1-methyl-imidazole-2-carboxamide